C(=CC)C=1OCCN1 propenyl-oxazoline